CC1=C(N(C=C1C1(CC1)C=1C=NC(=CC1)C(F)(F)F)S(=O)(=O)C1=CC=C(C=C1)C)C(=O)OCC ethyl 3-methyl-1-(4-methylbenzenesulfonyl)-4-(1-(6-(trifluoromethyl) pyridin-3-yl) cyclopropyl)-1H-pyrrole-2-carboxylate